4-bromo-5-fluoro-2-[(E)-2-(4,4,5,5-tetramethyl-1,3,2-dioxaborolan-2-yl)vinyl]phenol BrC1=CC(=C(C=C1F)O)\C=C\B1OC(C(O1)(C)C)(C)C